(2R,3R,5S)-4-[[3-[2-(difluoromethoxy)-4-fluoro-phenyl]-5-methyl-5-(trifluoromethyl)tetrahydrofuran-2-carbonyl]amino]pyridine-2-carboxamide FC(OC1=C(C=CC(=C1)F)[C@@H]1[C@@H](O[C@@](C1)(C(F)(F)F)C)C(=O)NC1=CC(=NC=C1)C(=O)N)F